FC1=C(C=CC(=C1)F)C1=C(C(=CC(O1)=O)O)C 6-(2,4-difluorophenyl)-4-hydroxy-5-methyl-2H-pyran-2-one